6-[4-(2-tetrahydropyran-4-yloxyethoxy)phenoxy]imidazo[1,5-a]pyridine-7-carboxamide O1CCC(CC1)OCCOC1=CC=C(OC=2C(=CC=3N(C2)C=NC3)C(=O)N)C=C1